C(C1=CC=CC=C1)NC=1OC(C2=C(N1)C=CC=C2)C2=NN=NN2C(C)(C)C N-benzyl-4-(1-(tert-butyl)-1H-tetrazol-5-yl)-4H-benzo[d][1,3]oxazin-2-amine